C1(CCCC1)N1C(CN(C=2C(N[C@](NC12)(N)NC1=C(C=C(C=C1)S(=O)(=O)CCN1CCN(CC1)C)OC)=O)C)CC (R)-8-cyclopentyl-7-ethyl-2-[4-[2-(4-methylpiperazin-1-yl)ethylsulfonyl]-2-methoxyphenylamino]-5-methyl-7,8-dihydropterin